BrC(C(=O)O)C.C1(C=CC(N1)=O)=O Maleimide Bromopropionate